acetylchromic acid C(C)(=O)[Cr](=O)(=O)(O)O